FC1=C(C=CC=C1F)CSC1=NC(=CC(=N1)NS(=O)(=O)N1CCC1)O[C@@H]([C@H](CO)O)C N-[2-[[(2,3-difluorophenyl)methyl]thio]-6-{[(1r,2s)-2,3-dihydroxy-1-methylpropyl]oxy}-4-pyrimidinyl]-1-azetidinesulfonamide